tri[dodecyl] phosphite P(OCCCCCCCCCCCC)(OCCCCCCCCCCCC)OCCCCCCCCCCCC